C1(CC1)C1=C(C(=NO1)C1=C(C=CC=C1Cl)Cl)COC1=CC=C2C(=N1)C(=CC1=C(O2)C=C(C=C1)C(=O)O)F 2-((5-cyclopropyl-3-(2,6-dichlorophenyl)isoxazol-4-yl)methoxy)-11-fluorobenzo[6,7]oxepino[3,2-b]pyridine-7-carboxylic acid